(tert-butylimino)-tris(diethylamino)-niobium C(C)(C)(C)N=[Nb](N(CC)CC)(N(CC)CC)N(CC)CC